O1CCC(CC1)C1=NNC=C1N tetrahydropyran-4-ylpyrazol-4-amine